ClC1=C(C=CC=C1)CN(S=O)CC1=C(C=C(C(=O)OC)C=C1)F methyl 4-((N-(2-chlorophenyl)methylsulfanamido)methyl)-3-fluorobenzoate